C(OC=1C(=NC=CC1OC)C(N[C@H](C(=O)NN=C(C1=CC(=CC(=C1)Cl)Cl)C1=CC(=CC(=C1)Cl)Cl)C)=O)(OCC)=O (S)-2-((1-(2-(bis(3,5-dichlorophenyl)methylene)hydrazineyl)-1-oxopropan-2-yl)carbamoyl)-4-methoxypyridin-3-yl ethyl carbonate